C(=O)(O)NC=1C(C)=CC=C(C1)NC(=O)O N,N'-dicarboxy-2,4-toluenediamine